butyl N-[5-(1-aminoethyl)-1-(5-chloro-2-pyridyl)-1,2,4-triazol-3-yl]carbamate NC(C)C1=NC(=NN1C1=NC=C(C=C1)Cl)NC(OCCCC)=O